ethyl 2-[5-[chloro(difluoro)methyl]-2-[(4-methoxyphenyl)methyl]pyrazol-3-yl]acetate ClC(C=1C=C(N(N1)CC1=CC=C(C=C1)OC)CC(=O)OCC)(F)F